O[C@H]1C[C@H](CC1)C=1C=C(N(N1)C(C)(C)C)NC1=NC=CC2=C1CCS2(=O)=O 4-({5-[(1S,3R)-3-hydroxycyclopentyl]-2-(2-methylpropan-2-yl)pyrazol-3-yl}amino)-2,3-dihydro-1λ6-thieno[3,2-c]pyridine-1,1-dione